glycerol monoeicosapentaenoate C(C=CC=CC=CC=CC=CCCCCCCCCC)(=O)OCC(O)CO